2-bromo-7-cyclopropyl-7-methyl-spiro[5H-pyrazolo[1,5-a]pyrazine-6,1'-cyclopropane]-4-one BrC1=NN2C(C(NC3(CC3)C2(C)C2CC2)=O)=C1